C(C=C)(=O)OCC(C(C(=O)N1[C@@H](CCCC1)C(=O)O[C@H](CCC1=CC(=C(C=C1)OC)OC)C=1C=CC(=C(OCC(=O)O)C1)F)=O)(C)C 2-(5-((R)-1-(((S)-1-(4-(acryloyloxy)-3,3-dimethyl-2-oxobutanoyl)piperidine-2-carbonyl)oxy)-3-(3,4-dimethoxyphenyl)propyl)-2-fluorophenoxy)acetic acid